(1s,3s)-3-(piperidin-1-yl)cyclobutane N1(CCCCC1)C1CCC1